BrC=1C=CC(=C(C1)CN(C)C)OC1CCOCC1 (5-bromo-2-((tetrahydro-2H-pyran-4-yl)oxy)phenyl)-N,N-dimethylmethanamine